NC1=NC=C(C2=C1C=NN2C)NC(C(=O)N(CC2=NC=C(C=C2)C(F)(F)F)[C@H](C)C2=NC=CC=N2)=O (R)-N1-(4-amino-1-methyl-1H-pyrazolo[4,3-c]pyridin-7-yl)-N2-(1-(pyrimidin-2-yl)ethyl)-N2-((5-(trifluoromethyl)pyridin-2-yl)methyl)oxalamide